hexane-2-enedinitrile C(C=CCCC#N)#N